C(C)OC(C(C)(C)N=NC(C(=O)OCC)(C)C)=O diethyl-2,2'-azobis(2-methylpropionate)